C(C(C)C)C1=C(N=C(S1)N)C1=CC(=C(C=C1)C(F)(F)F)OC 5-isobutyl-4-(3-methoxy-4-(trifluoromethyl)phenyl)thiazol-2-amine